C(C1=CC=CC=C1)OC(=O)NC[C@H](CC(CCNC(OC(C)(C)C)=O)C1CC1)[C@@H](C)NC(OC(C)(C)C)=O di-tert-butyl ((5S,6R)-5-((((benzyloxy)carbonyl)amino)methyl)-3-cyclopropylheptane-1,6-diyl)dicarbamate